1-(3-fluorobenzofuran-6-yl)-2-(methylamino)propan-1-one FC1=COC2=C1C=CC(=C2)C(C(C)NC)=O